4-((1-(4-(3-hydroxyoxetan-3-yl)benzoyl)piperidin-4-yl)oxy)benzoic acid OC1(COC1)C1=CC=C(C(=O)N2CCC(CC2)OC2=CC=C(C(=O)O)C=C2)C=C1